tert-butyl 4-[2-(3-hydroxyanilino)-8-[3-(2-hydroxyethoxy)propyl]-7-oxo-pyrido[2,3-d]pyrimidin-6-yl]-8-methyl-2,3-dihydroquinoxaline-1-carboxylate OC=1C=C(NC=2N=CC3=C(N2)N(C(C(=C3)N3CCN(C2=C(C=CC=C32)C)C(=O)OC(C)(C)C)=O)CCCOCCO)C=CC1